Allylcatechol C(C=C)C1=C(C(O)=CC=C1)O